ClC1=CC(=CC2=C1N(C(OC2)=O)C)C2=CN=CC=1[C@@H](CCCC21)NC(CC)=O (R)-N-(4-(8-chloro-1-methyl-2-oxo-1,4-dihydro-2H-benzo[d][1,3]oxazin-6-yl)-5,6,7,8-tetrahydroisoquinolin-8-yl)propanamide